NC1=NC=C(C=C1O[C@H](C)C=1C=C(C=CC1)NC(C1=NC=CC(=C1)C)=O)Cl (R)-N-(3-(1-((2-Amino-5-chloropyridin-3-yl)oxy)ethyl)phenyl)-4-methylpicolinamid